sodium acryl-dimethyl-taurine C(=O)(C=C)C(N(C)C)CS(=O)(=O)O.[Na]